C(C1=CC=CC=C1)(=O)N1CCC2(C(N3[C@H](O2)CC[C@H]3C=3C(=CSC3)C#N)=O)CC1 4-((5'S,7a'R)-1-benzoyl-3'-oxotetrahydro-3'H-spiro[piperidine-4,2'-pyrrolo[2,1-b]oxazol]-5'-yl)thiophene-3-carbonitrile